FC1(CC1)C(=O)NC1(CC(C1)NC1=NN2C(C(=N1)OC)=C(C=C2)C=2C=NC=1N(C2)C=CN1)C 1-fluoro-N-((1s,3s)-3-((5-(imidazo[1,2-a]pyrimidin-6-yl)-4-methoxypyrrolo[2,1-f][1,2,4]triazin-2-yl)amino)-1-methylcyclobutyl)cyclopropane-1-carboxamide